CN(C=1C=CC=C(C(=O)O)C1)C 5-dimethylaminobenzoic acid